dibenzopyrazine C1=CC=CC2=NC3=C(N=C21)C=CC=C3